[C@H]12CNC[C@@H]2C1C1=NOC(=N1)CN1N=CC2=C(C1=O)C=CC=N2 6-[[3-[(1R,5S)-3-azabicyclo[3.1.0]hexane-6-yl]-1,2,4-oxadiazol-5-yl]methyl]pyrido[2,3-d]pyridazin-5-one